4-methyl-3-n-pentenyl-magnesium chloride CC(=CCC[Mg]Cl)C